2-propyl-5,5-diethyl-oxycarbonyl-1,3-dioxane C(CC)C1OCC(CO1)(C(=O)OCC)C(=O)OCC